4-methoxy-6-(6-(4-(piperidine-4-carbonyl)piperazin-1-yl)pyridin-3-yl)pyrazolo[1,5-a]pyridine-3-carbonitrile COC=1C=2N(C=C(C1)C=1C=NC(=CC1)N1CCN(CC1)C(=O)C1CCNCC1)N=CC2C#N